ClC=1C=C2C=CC(=CC2=CC1)C(C(CN)N1CCN(CC1)C1=C(C=CC(=C1)Cl)Cl)N 1-(6-chloronaphthalen-2-yl)-2-(4-(2,5-dichlorophenyl)piperazin-1-yl)propane-1,3-diamine